9,9'-(4-(3-(2,6-diphenylpyrimidin-4-yl)phenyl)pyridine-2,6-diyl)bis(9H-carbazole) C1(=CC=CC=C1)C1=NC(=CC(=N1)C=1C=C(C=CC1)C1=CC(=NC(=C1)N1C2=CC=CC=C2C=2C=CC=CC12)N1C2=CC=CC=C2C=2C=CC=CC12)C1=CC=CC=C1